ethyl (S)-4-(4-fluoro-6-methoxy-5-(4,4,5,5-tetramethyl-1,3,2-dioxaborolan-2-yl) benzo[b]thiophen-2-yl)-2-methyl-4-oxobutanoate FC1=C(C(=CC=2SC(=CC21)C(C[C@@H](C(=O)OCC)C)=O)OC)B2OC(C(O2)(C)C)(C)C